4-chloro-3-(5,7-difluoro-6-(1-methyl-6-oxo-1,6-dihydropyridazin-4-yl)-4-oxo-1,4-dihydroquinolin-2-yl)benzonitrile ClC1=C(C=C(C#N)C=C1)C=1NC2=CC(=C(C(=C2C(C1)=O)F)C=1C=NN(C(C1)=O)C)F